C(C)C1=C(C(=C(C(=O)O)OC)CCCCCC)C=CC=C1.COC1=CC=C(C=CC(=O)OCCCCCCCC)C=C1 octyl p-methoxycinnamate (ethylhexyl methoxycinnamate)